tert-butyl N-[(1S)-4-{N'-[(2,2,4,6,7-pentamethyl-2,3-dihydro-1-benzofuran-5-yl)sulfonyl]carbamimidamido}-1-{[(3R)-pyrrolidin-3-yl]carbamoyl}butyl]carbamate CC1(OC2=C(C1)C(=C(C(=C2C)C)S(=O)(=O)NC(NCCC[C@@H](C(N[C@H]2CNCC2)=O)NC(OC(C)(C)C)=O)=N)C)C